3-chloro-N-(4-methyl-1,1-dioxo-thian-4-yl)-6-[[3-(2,2,2-trifluoroethoxy)-2-pyridyl]oxy]imidazo[1,2-a]pyridine-2-carboxamide ClC1=C(N=C2N1C=C(C=C2)OC2=NC=CC=C2OCC(F)(F)F)C(=O)NC2(CCS(CC2)(=O)=O)C